OCCS(=O)(=O)NC1=CC(=C(C(=O)NC2=CC(=CC3=C2N=C2N3CCC2)C)C=C1)N1CCC2(CC2)CC1 4-(2-hydroxyethanesulfonylamino)-N-(7-methyl-2,3-dihydro-1H-benzo[d]pyrrolo[1,2-a]imidazol-5-yl)-2-(6-azaspiro[2.5]octan-6-yl)benzamide